(13S)-4,13-dimethyl-19-(oxan-2-yl)-7,10,14-trioxa-4,19,20,23-tetraazatetracyclo[13.5.2.12,5.018,21]tricosa-1(20),2,5(23),15(22),16,18(21)-hexaene CN1C=C2C3=NN(C=4C=CC(O[C@H](CCOCCOCC1=N2)C)=CC34)C3OCCCC3